(3S,4S)-3-methoxytetrahydro-2H-pyran CO[C@@H]1COCCC1